N1=C(N=C(N=C1C1=CC=C(C=C1)CC1=CC=C(C=C1)CC)C1=CC=C(C=C1)CC1=CC=C(C=C1)CC)C1=CC=C(C=C1)CC1=CC=C(C=C1)CC N'-((1,3,5-triazine-2,4,6-triyl)tris(benzene-4,1-diyl))tris(1-(4-ethylphenyl)methane)